N-(2-methyl-4-(pyrrolidin-1-yl)-phenyl)-2-(5-fluoro-thiophen-2-yl)acetamide CC1=C(C=CC(=C1)N1CCCC1)NC(CC=1SC(=CC1)F)=O